C1(CC1)C=1C=C(C(=NC1)N1CCN(CC1)C(=O)C1=C(C=C(C=C1)[C@@]1(C(NC(N1)=O)=O)CC)C)C (R)-5-{4-[4-(5-cyclopropyl-3-methylpyridin-2-yl)piperazine-1-carbonyl]-3-methylphenyl}-5-ethylimidazolidine-2,4-dione